2-chloro-N-((1-methyl-1H-1,2,4-triazol-3-yl)carbamoyl)acetamide ClCC(=O)NC(NC1=NN(C=N1)C)=O